2-(1H-imidazol-1-yl)-N-(4-(trifluoromethyl)phenyl)pyrimidine-4-carboxamide N1(C=NC=C1)C1=NC=CC(=N1)C(=O)NC1=CC=C(C=C1)C(F)(F)F